2-(diethylamino)ethyl 4-(chloroamino)-benzoate ClNC1=CC=C(C(=O)OCCN(CC)CC)C=C1